(Z)-3-chloro-N-[[4-[(1S)-1,2-dihydroxyethyl]-1-[4-(trifluoromethoxy)phenyl]pyrazolo[3,4-b]pyridin-3-yl]methyl]prop-2-enamide Cl\C=C/C(=O)NCC1=NN(C2=NC=CC(=C21)[C@@H](CO)O)C2=CC=C(C=C2)OC(F)(F)F